oleylaluminum diacetoacetate C(CC(=O)C)(=O)[O-].C(CC(=O)C)(=O)[O-].C(CCCCCCC\C=C/CCCCCCCC)[Al+2]